CC1CNCCC1C=1C=C2CN(C(C2=CC1)=O)C1C(NCCC1)=O 5-(3-methyl-piperidin-4-yl)-2-(2-oxopiperidin-3-yl)isoindolin-1-one